N-(3,3-dimethylbutan-2-yl)-5-methylpyrazol CC(C(C)N1N=CC=C1C)(C)C